4-methyl-N-nitroso-N-(prop-2-yn-1-yl)benzenesulfonamide CC1=CC=C(C=C1)S(=O)(=O)N(CC#C)N=O